tert-butyl 1-(4-ethoxy-3-(methoxymethoxy)-3-methyl-4-oxobutyl)-6,6-difluorotetrahydro-1H-pyrrolo[3,2-c]isoxazole-4(5H)-carboxylate C(C)OC(C(CCN1OCC2C1C(CN2C(=O)OC(C)(C)C)(F)F)(C)OCOC)=O